C(C)(=O)N1[C@H]([C@@H]([C@H](C2=CC(=CC=C12)C(=O)NCC)NC1=NC=C(N=C1)C)C)C (2S,3R,4R)-1-acetyl-N-ethyl-2,3-dimethyl-4-((5-methylpyrazin-2-yl)amino)-1,2,3,4-tetrahydroquinoline-6-carboxamide